C(#C)C=1C=C(C(=O)NC2=CC(=CC(=C2)C(F)(F)F)CN2CCN(CC2)C)C=CC1C 3-ethynyl-4-methyl-N-(3-((4-methylpiperazin-1-yl)methyl)-5-(trifluoromethyl)phenyl)benzamide